2-ethyl-5-(3-fluoro-1-(piperidin-4-yl)-1H-pyrazol-4-yl)-3-(6-methoxypyridin-3-yl)-1-tosyl-1H-pyrrolo[2,3-b]pyridine C(C)C1=C(C=2C(=NC=C(C2)C=2C(=NN(C2)C2CCNCC2)F)N1S(=O)(=O)C1=CC=C(C)C=C1)C=1C=NC(=CC1)OC